3,6-dichloro-4,5-dimethoxy-1,2-benzoquinone ClC=1C(C(C(=C(C1OC)OC)Cl)=O)=O